1-cyclopropyl-5-(2-fluoro-3-(4,4,5,5-tetramethyl-1,3,2-dioxaborolan-2-yl)phenyl)-1H-1,2,4-triazole C1(CC1)N1N=CN=C1C1=C(C(=CC=C1)B1OC(C(O1)(C)C)(C)C)F